ClC1=C(C(=CC=C1Cl)OC)C1=CC=2N(C=C1)C=C(N2)CCO 2-(7-(2,3-dichloro-6-methoxyphenyl)imidazo[1,2-a]pyridin-2-yl)ethanol